2-[[4-[5-(2,2-difluoroethoxy)-2-(2H-tetrazol-5-yl)phenyl]piperazin-1-yl]methyl]-1,3-benzothiazole FC(COC=1C=CC(=C(C1)N1CCN(CC1)CC=1SC2=C(N1)C=CC=C2)C=2N=NNN2)F